Br.Br.O1CCNNCC1 [1,4,5]oxadiazepane dihydrobromide